3-[(tert-Butoxycarbonylamino)methyl]-1H-pyrazole-5-carboxylic acid methyl ester COC(=O)C1=CC(=NN1)CNC(=O)OC(C)(C)C